N1CC(C1)N1C=NC2=C1C(=CC(=C2)OCCBr)C(F)(F)F 1-(azetidin-3-yl)-5-(2-bromoethoxy)-7-(trifluoromethyl)-1,3-benzodiazole